BrC=1C=NN(C1)C1CCN(CC1)C1(COC1)C#N 3-(4-(4-bromo-1H-pyrazol-1-yl)piperidin-1-yl)oxetane-3-carbonitrile